copper zinc cesium [Cs].[Zn].[Cu]